8-chloro-9-nitro-1,2,3,4-tetrahydropyrazino[1,2-b]indazole ClC=1C(=CC2=C3N(N=C2C1)CCNC3)[N+](=O)[O-]